5-acetyl-4-(benzo[b]thiophen-3-yl)-6-methyl-1,4-dihydro-[2,3'-bipyridine]-3-carboxylic acid methyl ester COC(=O)C1=C(NC(=C(C1C=1C2=C(SC1)C=CC=C2)C(C)=O)C)C=2C=NC=CC2